C(OC=1C(=NC=CC1OC)C(N[C@H](C(=O)NN=C(C1=CC=C(C=C1)C)C1=CC=C(C=C1)C)C)=O)(OCC)=O (S)-2-((1-(2-(bis(4-methylphenyl)methylene)hydrazineyl)-1-oxopropan-2-yl)carbamoyl)-4-methoxypyridin-3-yl ethyl carbonate